2-(((1R,3s,5S)-9-(ethylsulfonyl)-9-azabicyclo[3.3.1]non-3-yl)(methyl)amino)-6-((5-methyl-1H-pyrazol-3-yl)amino)pyrimidine-4-carboxamide C(C)S(=O)(=O)N1[C@H]2CC(C[C@@H]1CCC2)N(C2=NC(=CC(=N2)C(=O)N)NC2=NNC(=C2)C)C